FC1(CCC2N(C3=C(OC2)C=C(C=N3)C(F)(F)F)C1)F 9,9-difluoro-3-(trifluoromethyl)-6,6a,7,8,9,10-hexahydrodipyrido[3,2-b:1',2'-d][1,4]oxazin